O.C(CCCCCCC)S(=O)(=O)[O-].[Na+] sodium 1-octanesulfonate monohydrate